(S)-5-(2-fluoro-4-methylphenyl)-1-(1-(6-ethoxy-5-methoxypyridin-2-yl)-2-(methylsulfonyl)ethyl)-3-methyl-1H-benzo[d]imidazol-2(3H)-one FC1=C(C=CC(=C1)C)C1=CC2=C(N(C(N2C)=O)[C@H](CS(=O)(=O)C)C2=NC(=C(C=C2)OC)OCC)C=C1